FC(C)(F)[C@@H]1CNCC1 (S)-3-(1,1-difluoroethyl)pyrrolidine